3-[4-[6-[[6-(2,5-Dioxopyrrolidin-1-yl)oxy-6-oxohexyl]carbamoylamino]-1,3-benzoxazol-2-yl]pyridin-1-ium-1-yl]propan-1-sulfonat O=C1N(C(CC1)=O)OC(CCCCCNC(=O)NC1=CC2=C(N=C(O2)C2=CC=[N+](C=C2)CCCS(=O)(=O)[O-])C=C1)=O